C(C)(C)(C)OC(=O)N1OCC[C@H]1C=1C=NC=C(C1)Br.O=C1N(CC1)C=1C=C(C=NC1)[C@H]1N(OCC1)C(=O)OC(C)(C)C Tert-butyl (3S)-3-[5-(2-oxoazetidin-1-yl)-3-pyridyl]isoxazolidine-2-carboxylate Tert-butyl-(3S)-3-(5-bromo-3-pyridyl)isoxazolidine-2-carboxylate